ClCCN1C=NC(=C1)C=1C=C(C=NC1NCC1=CC=C(C=C1)C(F)(F)F)S(=O)(=O)NC 5-[1-(2-chloroethyl)imidazol-4-yl]-N-methyl-6-[[4-(trifluoromethyl)phenyl]methylamino]pyridine-3-sulfonamide